C(#N)C1=CC=C(CC[C@@]2(CN(CC2)C(C)(C)C2=NC=CC=C2)C(=O)NC2(CC2)O)C=C1 (R)-3-(4-cyanophenethyl)-N-(1-hydroxycyclopropyl)-1-(2-(pyridin-2-yl)propan-2-yl)pyrrolidine-3-carboxamide